ClC=1C=CC(=C(C(=O)O)C1)NC(=O)C1CN(CCC1)C(CC1=CC(=CC=C1)C1=COC=C1)=O 5-chloro-2-{[(1-{[3-(furan-3-yl)phenyl]acetyl}piperidin-3-yl)carbonyl]amino}benzoic acid